NC[C@@H](C=1C(=C2COC(C2=CC1)=O)C)NS(=O)(=O)C1CC1 (R)-N-(2-amino-1-(4-methyl-1-oxo-1,3-dihydroisobenzofuran-5-yl)ethyl)cyclopropanesulfonamide